7-[4-(diethylamino)-2-ethoxyphenyl]-7-(2-methyl-1-octyl-1H-indol-3-yl)Furo[3,4-b]pyridin C(C)N(C1=CC(=C(C=C1)C1(OCC=2C1=NC=CC2)C2=C(N(C1=CC=CC=C21)CCCCCCCC)C)OCC)CC